CN1C(=NC2=C1C=C(C=C2)C#CC2=C1C=C(N=CC1=C(N=C2)NC)NC(=O)C2CC2)C N-(5-((1,2-dimethyl-1H-benzo[d]imidazol-6-yl)ethynyl)-8-(methylamino)-2,7-naphthyridin-3-yl)cyclopropanecarboxamide